1-(2-((4-(5-bromopyridin-3-yl)-1H-1,2,3-triazol-1-yl)methyl)imidazo[1,2-a]pyridin-6-yl)-N-(cyclobutylmethyl)methylamine BrC=1C=C(C=NC1)C=1N=NN(C1)CC=1N=C2N(C=C(C=C2)CNCC2CCC2)C1